C1=CC=CC=2C3=CC=CC=C3N(C12)C1(CC(=CC=C1)C1=CC=CC=C1)N1C2=CC=CC=C2C=2C=CC=CC12 3,3-bis(9H-carbazol-9-yl)-biphenyl